OI1OC(C2=C1C=CC=C2)=O hydroxy-1λ3-benzo[d][1,2]iodaoxol-3(1H)-one